(E)-1-[2-Hydroxy-4-(oxan-2-yloxy)phenyl]-3-[3-(oxan-2-yloxy)phenyl]prop-2-en OC1=C(C=CC(=C1)OC1OCCCC1)C\C=C\C1=CC(=CC=C1)OC1OCCCC1